5'-(4,6-diphenyl-1,3,5-triazin-2-yl)-[1,1':2',1''-terphenyl]-3'-carbonitrile C1(=CC=CC=C1)C1=NC(=NC(=N1)C1=CC=CC=C1)C=1C=C(C(=C(C1)C1=CC=CC=C1)C1=CC=CC=C1)C#N